N-(3-fluoro-5-methyl-4-piperidyl)-6-{3-[4-(N-methylcarbamoyl)-2-anisidino]-1-propynyl}-1-(2,2,2-trifluoroethyl)-1H-benzo[d]imidazole-4-carboxamide FC1CNCC(C1NC(=O)C1=CC(=CC=2N(C=NC21)CC(F)(F)F)C#CCNC=2C(OC)=CC=C(C2)C(NC)=O)C